3-bromo-4-(4-(trifluoromethyl)benzyl)-4H-thieno[3,2-b]Pyrrole BrC1=CSC2=C1N(C=C2)CC2=CC=C(C=C2)C(F)(F)F